O1C(=CC2=C1C(=CC=C2)C(=O)N)C(=O)N benzofuran-2,7-dicarboxamide